CCCCCCCCCCCCCCCCCC(=O)O[C@H](COC(=O)CCCCCCCCCCCCC)COP(=O)(O)OC[C@H](CO)O 1-tetradecanoyl-2-octadecanoyl-glycero-3-phospho-(1'-sn-glycerol)